Copper(I) Isocyanide [Cu][N+]#[C-]